(±)-3-amino-3-(quinoxalin-2-yl)propionic acid ethyl ester C(C)OC(C[C@H](C1=NC2=CC=CC=C2N=C1)N)=O |r|